C(C)(=O)OCC=1NC(=C(C(C1C(=O)OCC)C1=C(C(=CC=C1)F)C(C)F)C(=O)OC)CF 3-ethyl 5-methyl 2-(acetoxymethyl)-4-(3-fluoro-2-(1-fluoroethyl)phenyl)-6-(fluoromethyl)-1,4-dihydropyridine-3,5-dicarboxylate